O=C1NC(CCC1N1N=NC2=C1C=CC(=C2)N(C2CCN(CC2)C(=O)OC(C)(C)C)C)=O tert-butyl 4-[[1-(2,6-dioxo-3-piperidyl)benzotriazol-5-yl]-methyl-amino]piperidine-1-carboxylate